(R)-1-(3,4-difluorophenyl)-9-(2-(hydroxymethyl)-6-((1,1,1-trifluoropropan-2-yl)oxy)pyrimidin-4-yl)-1,9-diazaspiro[5.5]undecan-2-one FC=1C=C(C=CC1F)N1C(CCCC12CCN(CC2)C2=NC(=NC(=C2)O[C@@H](C(F)(F)F)C)CO)=O